OC(C)(C)[C@@H]1CC=2NC3=C(C=CC=C3C2CC1)C(=O)N 2-(S)-(2-hydroxypropan-2-yl)-2,3,4,9-tetrahydro-1H-carbazole-8-carboxamide